3-((2S)-3-(8-(3-(6-(aminomethyl)pyridin-3-yl)phenylsulfonyl)-1-oxa-8-azaspiro[4.5]decan-3-ylamino)-2-hydroxypropoxy)-N-methylbenzenesulfonamide NCC1=CC=C(C=N1)C=1C=C(C=CC1)S(=O)(=O)N1CCC2(CC(CO2)NC[C@@H](COC=2C=C(C=CC2)S(=O)(=O)NC)O)CC1